C1(CCC1)C1(CC1)C=1N=C(C2=C(N1)OC(=C2C(=O)N)C)NC2(CC2)C (1-cyclobutylcyclopropyl)-6-methyl-4-[(1-methylcyclopropyl)amino]furo[2,3-d]pyrimidine-5-carboxamide